CN1C(=C(C(C(=C1C)C(=C)C)=O)C(=O)O)C 1,2,6-trimethyl-4-oxo-5-(prop-1-en-2-yl)-1,4-dihydropyridine-3-carboxylic acid